FC(C(CC=C)(O)C1=C(C=CC=C1)OC)(I)F 1,1-difluoro-1-iodo-2-(2-methoxyphenyl)pent-4-en-2-ol